6-chloro-7-(8-ethynyl-7-fluoro-3-hydroxynaphthalen-1-yl)-8-fluoro-2-(((S,E)-1,3-dimethylpiperidin-3-yl)methoxy)quinazolin ClC=1C=C2C=NC(=NC2=C(C1C1=CC(=CC2=CC=C(C(=C12)C#C)F)O)F)OC[C@@]1(CN(CCC1)C)C